1-((2-((S)-Amino(4,4-difluorocyclohexyl)methyl)imidazo[1,2-b]pyridazin-7-yl)methyl)-N-((4-nitrophenyl)sulfonyl)cyclohex-3-ene-1-carboxamide N[C@H](C=1N=C2N(N=CC(=C2)CC2(CC=CCC2)C(=O)NS(=O)(=O)C2=CC=C(C=C2)[N+](=O)[O-])C1)C1CCC(CC1)(F)F